FC1=C(C=CC=C1F)C1=CC=C(C(=N1)OC1=C(C=C(C=C1C)C)C)C(=O)NS(=O)(=O)C=1C(NC=CC1)=O 6-(2,3-Difluorophenyl)-N-[(2-oxo-1H-pyridin-3-yl)sulfonyl]-2-(2,4,6-trimethylphenoxy)pyridin-3-carboxamid